[I-].C(C)[N+](CCO)(CC)CC triethyl-(2-hydroxyethyl)ammonium iodide